O=C1NC(CCC1N1C(C2=CC=C(C=C2C1=O)CN1CCC(CC1)C=1C2=C(N=CN1)SC(=C2)C2=CC=CC=C2)=O)=O 2-(2,6-dioxopiperidin-3-yl)-5-((4-(6-phenylthieno[2,3-d]pyrimidin-4-yl)piperidin-1-yl)methyl)isoindoline-1,3-dione